5-(1-methylcyclohexyloxycarbonylmethyloxycarbonyl)-bicyclo[2.2.1]hept-2-ene CC1(CCCCC1)OC(=O)COC(=O)C1C2C=CC(C1)C2